CC1=C(C=2N(N=C1N1CC=3C=C(C=NC3CC1)C(=O)N1C(CC(CC1)O)C)C=NN2)C [6-(7,8-dimethyl-[1,2,4]triazolo[4,3-b]pyridazin-6-yl)-7,8-dihydro-5H-1,6-naphthyridin-3-yl]-(4-hydroxy-2-methyl-1-piperidyl)methanone